C1(=C2N(C=N1)CCC2)C(C(NC=2SC=CN2)=O)N2CC1=C(C=C(C=C1C2=O)C2=CC=C(C=C2)N2CC1(CN(C1)C(=O)OC(C)(C)C)C2)F Tert-butyl 6-[4-[2-[1-(6,7-dihydro-5H-pyrrolo[1,2-c]imidazol-1-yl)-2-oxo-2-(thiazol-2-ylamino) ethyl]-7-fluoro-3-oxo-isoindolin-5-yl] phenyl]-2,6-diazaspiro[3.3]heptane-2-carboxylate